5-aminopentyl-(triphenyl)phosphine bromide [Br-].NCCCCCP(C1=CC=CC=C1)(C1=CC=CC=C1)C1=CC=CC=C1